(benzylamino)-4-nitrobenzonitrile C(C1=CC=CC=C1)NC1=C(C#N)C=CC(=C1)[N+](=O)[O-]